C(C)OC(=O)C=1C=NN2C1N=C(C=C2C)C2=CC(=CC=C2)Cl 5-(3-chlorophenyl)-7-methylpyrazolo[1,5-a]Pyrimidine-3-carboxylic acid ethyl ester